N[C@@H]1CN(CC[C@@H]1F)C1=NC2=C(N1CC(=O)N(C)C)C=C(C=C2)Cl 2-(2-((3R,4S)-3-amino-4-fluoropiperidin-1-yl)-6-chloro-1H-benzo[d]imidazol-1-yl)-N,N-dimethylacetamide